N-(4-((6-cyclopropoxy-2-(1,1-difluoroethyl)pyrimidin-4-yl)amino)-5-((1r,3r)-3-methoxycyclobutoxy)pyridin-2-yl)acetamide C1(CC1)OC1=CC(=NC(=N1)C(C)(F)F)NC1=CC(=NC=C1OC1CC(C1)OC)NC(C)=O